N[C@H](C)C=1C=C(C=C2C(C(=C(OC12)C=1N(N=C(C1)C)C)C)=O)C 8-[(1R)-1-Aminoethyl]-2-(2,5-dimethylpyrazol-3-yl)-3,6-dimethyl-chromen-4-one